O=C[C@](O)([C@@H](O)[C@H](O)[C@H](O)CO)[3H] [2-3H]glucose